5-{2-[(S)-(tert-Butoxycarbonylamino)(4-methylcyclohexyl)methyl]-4-fluoro-1H-benzimidazol-5-yl}-2-methylpyrimidine-4-carboxylic acid C(C)(C)(C)OC(=O)N[C@H](C1=NC2=C(N1)C=CC(=C2F)C=2C(=NC(=NC2)C)C(=O)O)C2CCC(CC2)C